C(C)(C)(C)C=1C=C(C=C(C1O)C(C)(C)C)CCC(=O)OCCC(=O)O 3-((3-(3,5-di-tert-butyl-4-hydroxyphenyl)propionyl)oxy)propionic acid